2,4-dimethyloxazole-5-carbonyl isothiocyanate CC=1OC(=C(N1)C)C(=O)N=C=S